P(OCCOC[C@H]1N(CCC1)C1=NC2=C(C(=CC=C2C(=C1)N1C=NC=C1)Cl)Cl)([O-])=O (S)-(2-((1-(7,8-dichloro-4-(1H-imidazol-1-yl) quinolin-2-yl) pyrrolidin-2-yl) methoxy) ethyl) phosphonate